C(=O)(O)CN(CCN1CCN(CCN(CC1)CC(=O)O)CC(=O)O)CC(=O)O [4-[2-(bis-carboxymethylamino)-ethyl]-7-carboxymethyl-[1,4,7]triazonan-1-yl]-acetic acid